harmine hydrochloride salt Cl.C1(C)=NC=CC=2C3=CC=C(OC)C=C3NC12